FC=1C=C2C(=CNC2=CC1F)NC(=O)C1=CC(=NC=C1)OC(F)F N-(5,6-difluoro-1H-indol-3-yl)-2-(difluoro-methoxy)pyridine-4-carboxamide